1,1'-biphenyl-4-carbaldehyde C1(=CC=C(C=C1)C=O)C1=CC=CC=C1